5-[4-(5-Fluoro-2,3-dihydrobenzofuran-7-yl)-2-hydroxy-4-methyl-2-trifluoromethyl-pentylamino]-2,6-dimethylquinoline FC=1C=C(C2=C(CCO2)C1)C(CC(CNC1=C2C=CC(=NC2=CC=C1C)C)(C(F)(F)F)O)(C)C